3-amino-2-hydroxy-N-(2-isobutoxyethyl)-4-((S)-2-oxopyrrolidin-3-yl)butanamide hydrochloride Cl.NC(C(C(=O)NCCOCC(C)C)O)C[C@H]1C(NCC1)=O